CC1N(C1)CCC(=O)O.CC1N(C1)CCC(=O)O.CC1N(C1)CCC(=O)O.C(O)C(CC)(CO)CO trimethylolpropane tris[3-(2-methylaziridine-1-yl) propionate]